(2s,5'S)-N-((4-(2,4-dichlorophenyl)tetrahydro-2H-pyran-4-yl)methyl)-5'-fluoro-6',7'-dihydro-5'H-spiro[oxirane-2,8'-quinoline]-5'-carboxamide ClC1=C(C=CC(=C1)Cl)C1(CCOCC1)CNC(=O)[C@]1(C=2C=CC=NC2[C@]2(CC1)OC2)F